C1(=CC=C(C=C1)C1=NC=NC(=C1)C1=CC=C(C=C1)C1=CC=CC=C1)C1=CC=CC=C1 4,6-bis(4-biphenylyl)pyrimidin